1-(6-chloro-2-pyridinyl)-3-iodo-indazole ClC1=CC=CC(=N1)N1N=C(C2=CC=CC=C12)I